FC1=C(C(=O)Cl)C(=CC(=C1)OC(F)(F)F)OC1=C(C=C(C=C1)OC(F)(F)F)OC([2H])([2H])[2H] 2-Fluoro-6-[2-(trideuteriomethoxy)-4-(trifluoromethoxy)phenoxy]-4-(trifluoromethoxy)benzoyl chloride